BrC=1C(=C(OC2=CC=C(C=C2)[C@@H](CCC(=O)O)C)C=CC1)C (R)-4-(4-(3-bromo-2-methylphenoxy)phenyl)pentanoic acid